2'-bromo-N-(5-(((1r,4r)-4-hydroxycyclohexyl)oxy)-1,3,4-thiadiazol-2-yl)-5'-methoxy-6-methyl-(4,4'-bipyridine)-3-carboxamide BrC1=NC=C(C(=C1)C1=C(C=NC(=C1)C)C(=O)NC=1SC(=NN1)OC1CCC(CC1)O)OC